2-(5-methyl-1,3,4-oxadiazol-2-yl)ethanol zinc neodecanate C(CCCCCC(C)(C)C)(=O)[O-].[Zn+2].CC1=NN=C(O1)CCO.C(CCCCCC(C)(C)C)(=O)[O-]